C(C)(C)[C@H]1[C@@H](C[C@@H](CC1)C)C(=O)NC1=CC=C(C=C1)OC (1r,2s,5r)-2-isopropyl-N-(4-methoxyphenyl)-5-methylcyclohexane-1-carboxamide